CN1[C@@H](CCC1)CC(=O)O 2-[(2S)-1-methylpyrrolidin-2-yl]Acetic acid